N1C(=CC2=CC=CC=C12)C(=O)N1CCCCC1 N-(indolylcarbonyl)-piperidine